6-chlorospiro[furo[3,4-c]pyridin-1,3'-tetrahydropyran]-3-one ClC1=CC2=C(C=N1)C(OC21COCCC1)=O